(R)-N-(5,6-dichloro-8-ethoxy-2,3-dihydro-1H-pyrrolo[1,2-a]indol-1-yl)acetamide ClC1=C(C=C(C=2C=C3N(C12)CC[C@H]3NC(C)=O)OCC)Cl